methyl 5-(1-(adamantan-1-ylmethyl)-5-methyl-1H-pyrazol-4-yl)-1H-benzo[d]imidazole-4-carboxylate C12(CC3CC(CC(C1)C3)C2)CN2N=CC(=C2C)C2=C(C3=C(NC=N3)C=C2)C(=O)OC